ClC(C1=NC(=NO1)C=1C=CC(=NC1)CP(NCC)(=O)C)(F)F P-((5-(5-(chlorodifluoromethyl)-1,2,4-oxadiazol-3-yl)pyridin-2-yl)methyl)-N-ethyl-P-methylphosphinic amide